(1r,3r)-3-(6-bromo-2-fluoropyridin-3-yl)-3-hydroxycyclobutylamine trifluoroacetate salt FC(C(=O)O)(F)F.BrC1=CC=C(C(=N1)F)C1(CC(C1)N)O